4,5-bis(bromomethyl)thiazole-2-carboxylic acid methyl ester COC(=O)C=1SC(=C(N1)CBr)CBr